tert-Butyl 3-(2-cyanothiophen-3-yl)-2-(thiazol-5-yl)-1H-indole-1-carboxylate C(#N)C=1SC=CC1C1=C(N(C2=CC=CC=C12)C(=O)OC(C)(C)C)C1=CN=CS1